ethyl 1-(6-(pyrimidin-5-yl)quinolin-2-yl)piperidine-4-carboxylate N1=CN=CC(=C1)C=1C=C2C=CC(=NC2=CC1)N1CCC(CC1)C(=O)OCC